ClC1=NC(=C2N=CN(C2=N1)C)Cl 2,6-dichloro-9-methyl-purine